C(#N)C=1C=C(C(=O)O)C=CC1OS(=O)(=O)F 3-cyano-4-((fluorosulfonyl)oxy)benzoic acid